FC1=CC(=C(C=CC(=O)O)C=C1)C 4-fluoro-2-methyl-cinnamic acid